butyltin oxide C(CCC)[Sn]=O